N-(4-cyclobutyl-3-(3,3-di-fluorocyclobutyl)-1-(2-(dimeth-ylamino)ethyl)-1H-pyrazol-5-yl)-3,3-difluorocyclobutane-1-carboxamide C1(CCC1)C=1C(=NN(C1NC(=O)C1CC(C1)(F)F)CCN(C)C)C1CC(C1)(F)F